1-((2R,4S)-4-((tert-butyldimethylsilyl)oxy)-5,5-bis(hydroxy-methyl)tetrahydrofuran-2-yl)pyrimidine-2,4(1H,3H)-dione [Si](C)(C)(C(C)(C)C)O[C@H]1C[C@@H](OC1(CO)CO)N1C(NC(C=C1)=O)=O